CN(C1=CC=CC=C1)CC1CC(N(C1)C(=O)[O-])C(=O)[O-] 4-((methyl(phenyl)amino)methyl)pyrrolidine-1,2-dicarboxylate